N-[4-fluoro-5-[1-(2-morpholin-4-ylethyl)pyrazol-4-yl]-2-[(3R,5S)-3,4,5-trimethylpiperazin-1-yl]phenyl]-6-oxo-4-(trifluoromethyl)-1H-pyridine-3-carboxamide FC1=CC(=C(C=C1C=1C=NN(C1)CCN1CCOCC1)NC(=O)C1=CNC(C=C1C(F)(F)F)=O)N1C[C@H](N([C@H](C1)C)C)C